N1C(=CC=C1)C1=NC2=CC=CC=C2C(=N1)NCCO 2-((2-(1H-pyrrol-2-yl)quinazolin-4-yl)amino)ethan-1-ol